2-methoxy-N1-methyl-N1-(2-Pyrrolidin-1-yl-ethyl)-benzene-1,4-diamine COC1=C(C=CC(=C1)N)N(CCN1CCCC1)C